6-(p-tolyl)imidazo[2,1-b]thiazole C1(=CC=C(C=C1)C=1N=C2SC=CN2C1)C